potassium naphthalenetrisulfonate C1(=C(C(=CC2=CC=CC=C12)S(=O)(=O)[O-])S(=O)(=O)[O-])S(=O)(=O)[O-].[K+].[K+].[K+]